C12(CC(C1)C2)NC(=O)C=2C(N(C1=NC=C(C=C1C2O)C2=NC=C(C=C2)F)CCN2CCOCC2)=O N-(bicyclo[1.1.1]pentan-1-yl)-6-(5-fluoropyridin-2-yl)-4-hydroxy-1-(2-morpholinoethyl)-2-oxo-1,2-dihydro-1,8-naphthyridine-3-carboxamide